2,3-dibromo-1,4-benzoquinone BrC=1C(C=CC(C1Br)=O)=O